di(4-isopropylphenyl) carbonate C(OC1=CC=C(C=C1)C(C)C)(OC1=CC=C(C=C1)C(C)C)=O